racemic-tetrakis(N-methyl-4-pyridyl)tetrachloroporphine phosphorus [P].CN1CC=C(C=C1)C=1C2=C(C3=C(C(=C(N3C3=CCN(C=C3)C)C(=C3C=CC(C(=C4C=CC(=C(C(C1)=N2)Cl)N4)Cl)=N3)Cl)C3=CCN(C=C3)C)C3=CCN(C=C3)C)Cl